Tert-butyl 3-(4-azaspiro[2.4]heptane-4-carbonyl)-6,7-dihydroisoxazolo[4,5-c]pyridine-5(4H)-carboxylate C1CC12N(CCC2)C(=O)C2=NOC1=C2CN(CC1)C(=O)OC(C)(C)C